OC1CN(CC1)C1=CC=C(N=N1)NC(OCC1=CC=CC=C1)=O benzyl (6-(3-hydroxypyrrolidin-1-yl)pyridazin-3-yl)carbamate